C(C1=CC=CC=C1)OC1=NC(=CC=C1C=1C=NC(=C(C1)F)N1CCC(CC1)CO)OCC1=CC=CC=C1 (1-(2',6'-bis(benzyloxy)-5-fluoro-[3,3'-bipyridin]-6-yl)piperidin-4-yl)methanol